2-(phthalimidomethyl)-3-oxobutyric acid methyl ester COC(C(C(C)=O)CN1C(C=2C(C1=O)=CC=CC2)=O)=O